C(C)(=O)C1C(CCCC1)C(=O)[O-].[Zn+2].C1(CC(CCC1)C(=O)[O-])C(=O)[O-].[Zn+2] zinc (II) 1,3-cyclohexanediate zinc (II) 2-acetyl-cyclohexanoate